ClC1=C(N2CCCC2=C1C(=O)NC1=CC(=C(C=C1)F)F)C(C(=O)NC1(CC1)CO)=O 6-chloro-N-(3,4-difluorophenyl)-5-(2-((1-(hydroxymethyl)cyclopropyl)amino)-2-oxoacetyl)-2,3-dihydro-1H-pyrrolizine-7-carboxamide